C1(CC1)C=1N=CC2=C(N1)NC=C2C2=CC=1N(C=C2)N=CC1C(=O)NCC(C)(C)F 5-(2-Cyclopropyl-7H-pyrrolo[2,3-d]pyrimidin-5-yl)-N-(2-fluoro-2-methylpropyl)pyrazolo[1,5-a]pyridine-3-carboxamide